2-(2-(2-hexadecyl)ethoxy)ethyl-tetrahydrothiopyranium chloride salt [Cl-].CC(CCCCCCCCCCCCCC)CCOCC[S+]1CCCC=C1